(R)-1-(5-fluoropyridin-3-yl)-2-((2-((1s,4S)-4-methoxycyclohexyl)propan-2-yl)amino)ethan-1-ol FC=1C=C(C=NC1)[C@H](CNC(C)(C)C1CCC(CC1)OC)O